2-{[7-(dimethylamino)-1,3-dimethyl-2,4-dioxo-1,2,3,4-tetrahydropyrido[2,3-d]pyrimidin-5-yl]amino}-N-(2-fluorophenyl)acetamide scandium-chromium-thulium [Tm].[Cr].[Sc].CN(C=1C=C(C2=C(N(C(N(C2=O)C)=O)C)N1)NCC(=O)NC1=C(C=CC=C1)F)C